4-(furo[3,2-c]pyridin-4-yl)-N-[1-(5-methoxypyrimidin-2-yl)piperidin-4-yl]benzamide O1C=CC=2C(=NC=CC21)C2=CC=C(C(=O)NC1CCN(CC1)C1=NC=C(C=N1)OC)C=C2